2,2-dimethylbutyl chloroformate ClC(=O)OCC(CC)(C)C